CC1=C(C=C2COC(C2=C1)=O)C#N 6-methyl-1-oxo-1,3-dihydroisobenzofuran-5-carbonitrile